[Si](C)(C)(C(C)(C)C)OCCN(C(CNCCO[Si](C(C)(C)C)(C)C)=O)CC(N(CCC(=O)OCC1=CC=CC=C1)CCO[Si](C)(C)C(C)(C)C)=O benzyl 10,13-bis(2-((tert-butyldimethylsilyl) oxy) ethyl)-2,2,3,3-tetramethyl-9,12-dioxo-4-oxa-7,10,13-triaza-3-silahexadecan-16-oate